(1s,3s)-3-(4-(2-(4-((5-fluoro-2-(2-oxo-6-azaspiro[3.3]heptane-6-yl)pyrimidin-4-yl)methoxy)phenyl)propane-2-yl)phenoxy)cyclobutylamine FC=1C(=NC(=NC1)N1CC2(CC(C2)=O)C1)COC1=CC=C(C=C1)C(C)(C)C1=CC=C(OC2CC(C2)N)C=C1